9-(((1-Acryloylazetidin-3-yl)methyl)amino)-4-(2-hydroxyphenyl)-6-(2-isopropyl-4-methylpyridin-3-yl)-3,6-dihydrofuro[2',3':4,5]pyrido[2,3-d]pyrimidin-7(2h)-one C(C=C)(=O)N1CC(C1)CNC=1C=2C(N(C(N1)=O)C=1C(=NC=CC1C)C(C)C)=NC(=C1C2OCC1)C1=C(C=CC=C1)O